4-(tert-butyl)-2-isopropyl-6-methylphenol C(C)(C)(C)C1=CC(=C(C(=C1)C)O)C(C)C